N-ethoxy-4-((2-methoxy-3-(5-methyl-pyrazin-2-yl)phenyl)-amino)-6-((6-(trifluorometh-yl)pyridin-3-yl)amino)nicotinamide C(C)ONC(C1=CN=C(C=C1NC1=C(C(=CC=C1)C1=NC=C(N=C1)C)OC)NC=1C=NC(=CC1)C(F)(F)F)=O